BrCCCC(=O)OC methyl 4-bromobutanoate